(E)-(4-(3,5-diethoxystyryl)phenoxy)triisopropylsilane C(C)OC=1C=C(/C=C/C2=CC=C(O[Si](C(C)C)(C(C)C)C(C)C)C=C2)C=C(C1)OCC